CN1C=C(C(C=C1)=O)C(=O)N 1-methyl-4-oxopyridine-3-carboxamide